CC1C(=NNC1=O)C=1C=NC=CC1 4-methyl-3-(pyridin-3-yl)-4,5-dihydro-1H-pyrazol-5-one